C(CCCCCCC\C=C/C\C=C/CCCCC)(=O)O.CCCCCCCCCCCCCCCCCCCCCCCCCCC heptacosane linoleate